carbonylchlorohydrido[bis(2-di-i-propylphosphinoethyl)amine] ruthenium (II) [Ru+2].C(=O)=C(C(P(C(C)C)C(C)C)Cl)NCCP(C(C)C)C(C)C